C(C)(C)(C)OC(CN1C(C=C(C=C1)B(O)O)=O)=O (1-(2-(tert-butoxy)-2-oxoethyl)-2-oxo-1,2-dihydropyridin-4-yl)boronic acid